Cyano-N-(2-fluorophenyl)-2-oxo-1,2-dihydrospiro[pyrido[2,3-b][1,4]oxazine-3,3'-pyrrolidine]-6-carboxamide C(#N)N1CC2(CC1)C(NC1=C(O2)N=C(C=C1)C(=O)NC1=C(C=CC=C1)F)=O